C1(CC1)C1=NC(=NC=C1O[C@@H]1C[C@H](CCC1)C(=O)OC)C=1N=NN(C1COC(N(CCC(F)(F)F)C)=O)C methyl (1S,3S)-3-((4-cyclopropyl-2-(1-methyl-5-(((methyl(3,3,3-trifluoropropyl)carbamoyl)oxy)methyl)-1H-1,2,3-triazol-4-yl)pyrimidin-5-yl)oxy)cyclohexane-1-carboxylate